(1S,3aR,6aS)-N-((S)-1-(cyclopropylamino)-1,2-dioxohexan-3-yl)-2-((S)-3,3-dimethyl-2-(2-phenylacetamido)butanoyl)octahydrocyclopenta[c]pyrrole-1-carboxamide C1(CC1)NC(C([C@H](CCC)NC(=O)[C@H]1N(C[C@H]2[C@@H]1CCC2)C([C@H](C(C)(C)C)NC(CC2=CC=CC=C2)=O)=O)=O)=O